((1R,5S,6R)-6-(aminomethyl)-3-ethylbicyclo[3.2.0]hept-3-en-6-yl)acetic acid NC[C@@]1([C@@H]2C=C(C[C@@H]2C1)CC)CC(=O)O